C(CCC1CCN(CC1)C)C1CCN(CC1)C 4,4'-(1,3-propanediyl)bis(1-methyl-piperidine)